1'-((2,8-difluoro-4-oxo-4,5-dihydropyrrolo[1,2-a]quinoxalin-7-yl)methyl)-N-methyl-1',2',3',6'-tetrahydro-[3,4'-bipyridine]-6-carboxamide FC=1C=C2N(C3=CC(=C(C=C3NC2=O)CN2CCC(=CC2)C=2C=NC(=CC2)C(=O)NC)F)C1